C(C)(C)N(N=[N-])C(C)(C)C isopropyl-tert-butyl-triazenide